7-(2,8-dimethylimidazo[1,2-b]pyridazin-6-yl)-3-(1-methylpiperidin-4-yl)quinazolin-4(3H)-one CC=1N=C2N(N=C(C=C2C)C2=CC=C3C(N(C=NC3=C2)C2CCN(CC2)C)=O)C1